5-[(methylamino)methyl]-1-(2,2,2-trifluoroethyl)-1H-indol CNCC=1C=C2C=CN(C2=CC1)CC(F)(F)F